3-(5-((4-Amino-1H-pyrazol-1-yl)methyl)-4-methylpyrimidin-2-yl)-3-azabicyclo[3.1.0]-hexan-2-one NC=1C=NN(C1)CC=1C(=NC(=NC1)N1C(C2CC2C1)=O)C